[Si](C)(C)(C(C)(C)C)O[C@H]1C[C@@H]([C@H](CC1)NC(OC(C)(C)C)=O)CC=1C=C2CN(C(C2=CC1)=O)C1C(N(C(CC1)=O)COCC[Si](C)(C)C)=O tert-butyl ((1S,2S,4R)-4-((tert-butyldimethylsilyl)oxy)-2-((2-(2,6-dioxo-1-((2-(trimethylsilyl)ethoxy)methyl)piperidin-3-yl)-1-oxoisoindolin-5-yl)methyl)cyclohexyl)carbamate